3-((5-fluoro-2-((4-(piperidin-1-yl)phenyl)amino)pyrimidin-4-yl)amino)benzoic acid methyl ester COC(C1=CC(=CC=C1)NC1=NC(=NC=C1F)NC1=CC=C(C=C1)N1CCCCC1)=O